C(C)(C)S(=O)(=O)N1N=C(C(=C1)C)[N+](=O)[O-] 1-(Isopropylsulfonyl)-4-methyl-3-nitro-1H-pyrazole